N1=CC=C(C=C1)C(=C(C1=CC=NC=C1)C1=CC=NC=C1)C1=CC=NC=C1 1,1,2,2-tetra(4-pyridyl)ethylene